N-[2-chloro-6-(4-cyclopropylpiperazin-1-yl)phenyl]-4-(5-cyclopropyl-1,2,4-oxadiazol-3-yl)-4-methylpiperidine-1-Carboxamide ClC1=C(C(=CC=C1)N1CCN(CC1)C1CC1)NC(=O)N1CCC(CC1)(C)C1=NOC(=N1)C1CC1